1-(((6-(trifluoromethyl)pyridazin-3-yl)methyl)amino)pyrrolidin-2-one FC(C1=CC=C(N=N1)CNN1C(CCC1)=O)(F)F